O=C1N(C[C@H](CC1C(=O)OC)C(F)(F)F)C(=O)OC(C)(C)C 1-(tert-butyl) 3-methyl (5S)-2-oxo-5-(trifluoromethyl)piperidine-1,3-dicarboxylate